(3-(nitromethyl)oxetan-3-ylamino)acetic acid methyl ester COC(CNC1(COC1)C[N+](=O)[O-])=O